S-methyl furan-2-thiocarbamate O1C(=CC=C1)NC(SC)=O